C(#N)C1=C(C(=CC=C1)F)CN1C[C@@H](N(C[C@H]1C)C1=CC(N(C=2C=CC(=NC12)C#N)C)=O)C 8-[(2s,5r)-4-[(2-cyano-6-fluorophenyl)methyl]-2,5-dimethylpiperazin-1-yl]-5-methyl-6-oxo-5,6-dihydro-1,5-naphthyridine-2-carbonitrile